7-(2-fluoro-6-methyl-phenyl)-N-(4-piperidyl)isoquinolin-5-amine FC1=C(C(=CC=C1)C)C=1C=C(C=2C=CN=CC2C1)NC1CCNCC1